1-(6-(2-hydroxy-2-methylpropyloxy)pyridin-3-yl)-1H-benzo[d]imidazol-2(3H)-one OC(COC1=CC=C(C=N1)N1C(NC2=C1C=CC=C2)=O)(C)C